2-chloro-N-isopropyl-5-(2-trimethylsilylethynyl)pyridin-4-amine ClC1=NC=C(C(=C1)NC(C)C)C#C[Si](C)(C)C